(Z)-5-(3-hydroxyphenylmethylene)-3-(4-methoxyphenyl)-4-(4-(methylsulfonyl)phenyl)furan-2(5H)-one OC=1C=C(C=CC1)\C=C/1\C(=C(C(O1)=O)C1=CC=C(C=C1)OC)C1=CC=C(C=C1)S(=O)(=O)C